ClC=1C=C(C=CC1)[C@H](C)N1N=C(C=C1C(=O)NC1CC(C1)O)C(=O)NC 1-((S)-1-(3-chlorophenyl)ethyl)-N5-((1r,3S)-3-hydroxycyclobutyl)-N3-methyl-1H-pyrazole-3,5-dicarboxamide